stearic acid, amide C(CCCCCCCCCCCCCCCCC)(=O)N